CC1OC(NC12CC(C2)C(=O)O)=O (2s,4s)-8-methyl-6-oxo-7-oxa-5-azaspiro[3.4]octane-2-carboxylic acid